2-methyl-5-(methylthio)-N-(3-(4'-(trifluoromethoxy)-[1,1'-biphenyl]-4-yl)propyl)thiazolo[5,4-d]pyrimidin-7-amine CC=1SC=2N=C(N=C(C2N1)NCCCC1=CC=C(C=C1)C1=CC=C(C=C1)OC(F)(F)F)SC